(S)-1-(3-(5-(1-amino-1,3-dihydrospiro[indene-2,4'-piperidine]-1'-yl)-6-(hydroxymethyl)pyrazin-2-yl)prop-2-yn-1-yl)-1H-benzo[d]imidazole-5-carboxamide N[C@@H]1C2=CC=CC=C2CC12CCN(CC2)C=2N=CC(=NC2CO)C#CCN2C=NC1=C2C=CC(=C1)C(=O)N